C(C1=CC=CC=C1)N1CC2C(C1)C(CC2)CCNC=2N=NC(=CC2)C=2N(N=CC2C)C N-[2-(2-benzyl-3,3a,4,5,6,6a-hexahydro-1H-cyclopenta[c]pyrrol-4-yl)ethyl]-6-(2,4-dimethylpyrazol-3-yl)pyridazin-3-amine